N-[2-(Hexyloxy)ethyl]phthalimide C(CCCCC)OCCN1C(C=2C(C1=O)=CC=CC2)=O